2-tert-octyl-para-cresol C(C)(C)(CC(C)(C)C)C1=CC(=CC=C1O)C